(S)-4-((1-(4,8-dichloro-1-oxo-2-phenyl-1,2-dihydroisoquinoline-3-yl)ethyl)amino)pyrido[2,3-d]pyrimidin-5(8H)-one ClC1=C(N(C(C2=C(C=CC=C12)Cl)=O)C1=CC=CC=C1)[C@H](C)NC=1C2=C(N=CN1)NC=CC2=O